NC(C([C@H](CCC(C)(F)F)NC(=O)[C@@H]1[C@H]2C(C([C@H]2CN1C([C@H](C(C)(C)C)NC(OC)=O)=O)(C)C)(C)C)=O)=O Methyl ((S)-1-((1R,2S,5S)-2-(((S)-1-amino-6,6-difluoro-1,2-dioxoheptan-3-yl)carbamoyl)-6,6,7,7-tetramethyl-3-azabicyclo[3.2.0]heptan-3-yl)-3,3-dimethyl-1-oxobutan-2-yl)carbamate